2-chloro-4-((6-(hydroxymethyl)spiro[3.3]heptan-2-yl)amino)pyrimidine-5-carboxylic acid ethyl ester C(C)OC(=O)C=1C(=NC(=NC1)Cl)NC1CC2(C1)CC(C2)CO